4-nitro-1-(propan-2-yl)-1H-pyrazole [N+](=O)([O-])C=1C=NN(C1)C(C)C